CNC(=O)C1=CC2=C(N=CN2)C(=C1)C N,7-dimethyl-benzimidazole-5-carboxamide